ethyl N-propyl sulfide CCCSCC